[N+](=O)([O-])C1=CC=C(C=N1)OC1CN(C1)C(=O)OC(C)(C)C tert-Butyl 3-(6-Nitropyridin-3-yloxy)azetidine-1-carboxylate